ClC1=C(C(=NC=N1)NC(OC(C)(C)C)=O)I tert-butyl (6-chloro-5-iodopyrimidin-4-yl)carbamate